1H-pyrrolo[2,3-B]pyridine-3-carbonyl chloride hydrochloride Cl.N1C=C(C=2C1=NC=CC2)C(=O)Cl